N[C] Amino-carbon